ClC=1C=CC2=C(N(CC(O2)C(NC23CC(C2)(C3)NC(COC3=CC(=C(C=C3)Cl)F)=O)=O)C(=O)C3=CC=C(C=C3)S(=O)(=O)F)C1 4-[6-chloro-2-({3-[2-(4-chloro-3-fluorophenoxy)acetamido]bicyclo[1.1.1]pentan-1-yl}carbamoyl)-2,3-dihydro-4H-1,4-benzoxazine-4-carbonyl]benzene-1-sulfonyl fluoride